2-(2,3-dihydrobenzofuran-5-yl)-4,4,5,5-tetramethyl-1,3,2-Dioxaborolane O1CCC2=C1C=CC(=C2)B2OC(C(O2)(C)C)(C)C